C(C)(C)(C)OC[C@H](C(=O)OC)O Methyl (2R)-3-tert-butoxy-2-hydroxypropionate